2-chloro-N-[(1R)-1-(1-naphthyl)ethyl]-5-pyrrolidin-3-yl-benzamide ClC1=C(C(=O)N[C@H](C)C2=CC=CC3=CC=CC=C23)C=C(C=C1)C1CNCC1